[3-amino-4-(methylsulfanyl)phenyl]methanol NC=1C=C(C=CC1SC)CO